C1(=CC=CC=C1)[C@@H](C)NC1=NC=NC(=C1)C1=CNC2=NC=CC(=C21)OC2=CC=C1CCNCC1=C2 (R)-N-(1-Phenylethyl)-6-(4-((1,2,3,4-tetrahydroisochinolin-7-yl)oxy)-1H-pyrrolo[2,3-b]pyridin-3-yl)pyrimidin-4-amin